4-Methylphenyl-1-p-toluenesulfonyl-1H-1,2,3-triazole CC1=CC=C(C=C1)C=1N=NN(C1)S(=O)(=O)C1=CC=C(C)C=C1